3-((4-methoxy-5-(1H-pyrrolo[3,2-b]pyridin-2-yl)pyrrolo[2,1-f][1,2,4]triazin-2-yl)amino)-1-methylcyclobutan-1-ol COC1=NC(=NN2C1=C(C=C2)C2=CC1=NC=CC=C1N2)NC2CC(C2)(O)C